7-bromo-1-isopropyl-3-methyl-1H-indazole BrC=1C=CC=C2C(=NN(C12)C(C)C)C